C1=CC=CC=2C3=CC=CC=C3C(C12)CN(C(O)=O)CCC(=O)N(CCOC(=O)OC1=CC=C(C=C1)[N+](=O)[O-])CCOC(=O)OC1=CC=C(C=C1)[N+](=O)[O-].CNN(C(C(=C)CC)=O)NC N,N-dimethylaminoethyl-acrylamide (9H-fluoren-9-yl)methyl-(3-(bis(2-(((4-nitrophenoxy)carbonyl)oxy)ethyl)amino)-3-oxopropyl)carbamate